trilauryl citrate C(CC(O)(C(=O)OCCCCCCCCCCCC)CC(=O)OCCCCCCCCCCCC)(=O)OCCCCCCCCCCCC